N-(2-chloro-3-((3,5-dimethyl-4-oxo-3,4-dihydroquinazolin-6-yl)amino)-4-fluorophenyl)-2-azabicyclo[2.1.1]hexane-2-sulfonamide trifluoroacetate FC(C(=O)O)(F)F.ClC1=C(C=CC(=C1NC=1C(=C2C(N(C=NC2=CC1)C)=O)C)F)NS(=O)(=O)N1C2CC(C1)C2